2-[5-azidopentyl-[6-[(1,3-benzothiazol-2-yl)amino]-5-methyl-pyridazin-3-yl]amino]-5-[3-[2-fluoro-4-[3-(methylamino)prop-1-ynyl]phenoxy]propyl]-1,3-thiazole-4-carboxylic acid N(=[N+]=[N-])CCCCCN(C=1SC(=C(N1)C(=O)O)CCCOC1=C(C=C(C=C1)C#CCNC)F)C=1N=NC(=C(C1)C)NC=1SC2=C(N1)C=CC=C2